CC1=CC=C(C=C1)NC(NN)=S 4-(4-methylphenyl)thiosemicarbazide